C(C1=CC=CC=C1)OC1=C(N2C(C3=C(C=CC=C13)C(NC1CC1)=O)=NC=N2)C(=O)OC Methyl 6-(benzyloxy)-10-(cyclopropylcarbamoyl)-[1,2,4]triazolo[5,1-a]isoquinoline-5-carboxylate